Cl.C1(CC1)NC1CN(C1)C(=O)C=1C=C(CC2=NNC(C3=CC=CC=C23)=O)C=CC1F 4-(3-(3-(cyclopropylamino)azetidine-1-carbonyl)-4-fluorobenzyl)phthalazin-1(2H)-one hydrochloride